indium (Iii)-cadmium [Cd+2].[In+3]